(S)-1'-(6-((2-amino-3-chloropyridin-4-yl)thio)-1,2,4-triazin-3-yl)-6-methoxy-1,3-dihydrospiro[indene-2,4'-piperidin]-1-amine NC1=NC=CC(=C1Cl)SC1=CN=C(N=N1)N1CCC2(CC1)[C@@H](C1=CC(=CC=C1C2)OC)N